tert-butyl (2R,4S)-2-methyl-4-(((methylsulfonyl)oxy)methyl)pyrrolidine-1-carboxylate C[C@H]1N(C[C@H](C1)COS(=O)(=O)C)C(=O)OC(C)(C)C